3-bromo-4'-iodo-1,1'-biphenyl-2',3',5',6'-d4 BrC=1C=C(C=CC1)C1=C(C(=C(C(=C1[2H])[2H])I)[2H])[2H]